C(=O)(O)COC1=C(C2=CC(=CC=C2C=C1)C1=CC=CC=C1)C1=C(C=CC2=CC=C(C=C12)C1=CC=CC=C1)OCC(=O)O 2,2'-bis(carboxymethoxy)-7,7'-diphenyl-1,1'-binaphthyl